N[C@@H](C(C)OC(C(F)(F)F)(C)C)C=1N=C2N(N=CC(=C2)[C@@H](COC)N2C(NCC(C2)(F)F)=O)C1 |o1:1| 1-((1S)-1-(2-((1R*)-1-Amino-2-((1,1,1-trifluoro-2-methylpropan-2-yl)oxy)propyl)imidazo[1,2-b]pyridazin-7-yl)-2-methoxyethyl)-5,5-difluorotetrahydropyrimidin-2(1H)-one